1-methyl-6-oxopyridine-3-carboxylic acid CN1C=C(C=CC1=O)C(=O)O